5,6-difluoro-1-methyl-1H-[1,2,3]triazolo[4,5-c]isoquinoline FC1=NC2=C(C=3C=CC=C(C13)F)N(N=N2)C